7α-hydroxy-3-oxocholest-4-en-26-oic acid O[C@H]1[C@H]2[C@@H]3CC[C@H]([C@@H](CCCC(C(=O)O)C)C)[C@]3(CC[C@@H]2[C@]2(CCC(C=C2C1)=O)C)C